2,2-dimethyl-1,4-oxazepan-3-one CC1(OCCCNC1=O)C